3-[1-(5,7-difluoro-3-methyl-1-benzothiophene-2-yl)-2,2,2-trifluoroethyl]-1-[2-(3-fluoroazetidine-1-yl)pyrimidin-5-yl]urea FC=1C=C(C2=C(C(=C(S2)C(C(F)(F)F)NC(NC=2C=NC(=NC2)N2CC(C2)F)=O)C)C1)F